(S)-N-(5-(2-acetamidobenzo[d]thiazol-6-yl)-2-methoxyphenyl)-3-phenylisoxazolidine-2-carboxamide C(C)(=O)NC=1SC2=C(N1)C=CC(=C2)C=2C=CC(=C(C2)NC(=O)N2OCC[C@H]2C2=CC=CC=C2)OC